N-[[4-[5-(difluoromethyl)-1,3,4-oxadiazol-2-yl]-2-fluoro-phenyl]methyl]-N-(4-fluorophenyl)-1-imino-1-oxo-1,4-thiazinan-4-sulfonamide FC(C1=NN=C(O1)C1=CC(=C(C=C1)CN(S(=O)(=O)N1CCS(CC1)(=O)=N)C1=CC=C(C=C1)F)F)F